3-((4-(5-(Difluoromethyl)-1,3,4-oxadiazol-2-yl)-2-fluorobenzyl)(phenyl)amino)-4-(2,6-diazaspiro[3.3]hept-2-yl)cyclobut-3-ene-1,2-dione FC(C1=NN=C(O1)C1=CC(=C(CN(C=2C(C(C2N2CC3(C2)CNC3)=O)=O)C3=CC=CC=C3)C=C1)F)F